CCO 1-methyl-methanol